CN(C=O)C r-dimethyl-formamide